C(CCCCCCCCC\C=C/CCCCCCCC)(=O)OC (Z)-Methyl eicosa-11-enoate